(R)-N-((S)-2-(6-Bromo-3-chloropyridin-2-yl)-4-oxobutan-2-yl)-2-methylpropane-2-sulfinamide BrC1=CC=C(C(=N1)[C@](C)(CC=O)N[S@](=O)C(C)(C)C)Cl